(1S,3aR,6aS)-N-((S)-4-Hydroxy-3-oxo-1-((S)-2-oxopyrrolidin-3-yl)butan-2-yl)-2-(9-hydroxy-9H-fluorene-9-carbonyl)octahydrocyclopenta[c]pyrrole-1-carboxamide OCC([C@H](C[C@H]1C(NCC1)=O)NC(=O)[C@H]1N(C[C@H]2[C@@H]1CCC2)C(=O)C2(C1=CC=CC=C1C=1C=CC=CC21)O)=O